ClC1=CC=C(C=N1)NC(=O)N[C@@H]1C(NC[C@H]1C1=C(C=C(C=C1F)OC)F)=O |o1:11,15| (-)-1-(6-chloropyridin-3-yl)-3-[(3S*,4R*)-4-(2,6-difluoro-4-methoxyphenyl)-2-oxopyrrolidin-3-yl]urea